COC=1C=C(CN2C[C@H](N(CC2)C2CC3(C2)CCN(CC3)C(=O)OC(C)(C)C)C3=C(C=CC=C3)C(C)C)C=CC1OC tert-butyl (R)-2-(4-(3,4-dimethoxybenzyl)-2-(2-isopropylphenyl) piperazin-1-yl)-7-azaspiro[3.5]nonane-7-carboxylate